COC=1C=C(C=CC1OC)C=1C=C(C(N(N1)C(C)C1=CC=CC=C1)=O)C(F)(F)F 6-(3,4-dimethoxyphenyl)-2-(1-phenylethyl)-4-(trifluoromethyl)pyridazin-3(2H)-one